DihydroFlavonol C1=CC=C(C=C1)C2C(C(=O)C3=CC=CC=C3O2)O